1-(3-chlorophenyl)-2-toluenesulfonic acid ClC=1C=C(C=CC1)C1(C)C(C=CC=C1)S(=O)(=O)O